C(C1=CC=CC=C1)OC1=NC=2N(CC(NC2C(=N1)OCC1=CC=CC=C1)=O)C[C@@H]([C@@H]([C@@H](COCC1=CC=CC=C1)OCC1=CC=CC=C1)OCC1=CC=CC=C1)OCC1=CC=CC=C1 2,4-Bis(benzyloxy)-8-[(2S,3S,4R)-2,3,4,5-tetrakis(benzyloxy)pentyl]-7,8-dihydropteridin-6(5H)-one